O[C@H](CN1C=NC2=C1C=C(C=C2)C(=O)O)CCO 1-[(2S)-2,4-dihydroxybutyl]-1H-1,3-benzodiazole-6-carboxylic acid